ClCC=1C=C(C=CC1C)[C@H](C(C(=O)OC)(C)C)OCC=1N=NN(C1)C methyl (R)-3-(3-(chloromethyl)-4-methylphenyl)-2,2-dimethyl-3-((1-methyl-1H-1,2,3-triazol-4-yl)methoxy)propanoate